4-((9-(4-cyanobicyclo[2.2.2]oct-1-yl)-7-methyl-8-oxo-8,9-dihydro-7H-purin-2-yl)amino)-2-fluoro-5-methylbenzamide C(#N)C12CCC(CC1)(CC2)N2C1=NC(=NC=C1N(C2=O)C)NC2=CC(=C(C(=O)N)C=C2C)F